Cl.FC(C1=C(C=NC=C1)N1CC2(CC1=O)CCNCC2)(F)F 2-(4-(trifluoromethyl)pyridin-3-yl)-2,8-diazaspiro[4.5]decan-3-one hydrochloride